(R)-3-(4-((8-cyclopentyl-7-ethyl-5-methyl-6-oxo-5,6,7,8-tetrahydropteridin-2-yl)amino)-3-methoxyphenyl)-1,2,4-oxadiazole-5-carboxylic acid C1(CCCC1)N1[C@@H](C(N(C=2C=NC(=NC12)NC1=C(C=C(C=C1)C1=NOC(=N1)C(=O)O)OC)C)=O)CC